FC=1C=C(C=CC1)C=1OC2=C3C(=CC=C2C(C1)=O)C=CC=C3 2-(3-Fluoro-phenyl)-benzo[h]chromen-4-one